acrylic acid ethyl ester isocyanate [N-]=C=O.C(C)OC(C=C)=O